CC1(NC(CC(C1)OC1=CC=CN=N1)(C)C)C 6-((2,2,6,6-tetramethylpiperidin-4-yl)oxy)pyridazin